OC1(C(OC2=CC=CC=C2C1)(C1=CC=CC=C1)OC)OC hydroxy-dimethoxyflavan